(±)-8-(Methylaminocarbonyl)-5-oxo-1,2,4,4a,5,6-hexahydro-3H-pyrazino[1,2-a]pyrido[2,3-e]pyrazine-3-carboxylate CNC(=O)C=1C=CC2=C(NC([C@@H]3N2CCN(C3)C(=O)[O-])=O)N1 |r|